BrC=1C=C2C(=NN(C2=CC1)C(C)C)COC1=C(C=CC=C1)C(C(=O)OCC)CCC ethyl 2-(2-((5-bromo-1-isopropyl-1H-indazol-3-yl)methoxy)phenyl)pentanoate